C(CCCCCCCCC)C[C@](N(C)C(CCCCCCCCCCCCC)=O)(C(=O)O)CCCCCCCCCCCCCC decyltetradecyl-N-myristoyl-N-methylalanine